piperidinylthiazoloisoxazoline N1(CCCCC1)C1=NOC2=C1N=CS2